C(C)(=O)OC(C(CN=[N+]=[N-])OC(C)=O)[C@@H]1O[C@](C[C@@H]([C@H]1NC(COC(C)=O)=O)OC(C)=O)(C(=O)OC)OCC1=CC=CC=C1 1-((2R,3R,4S,6R)-4-acetoxy-3-(2-acetoxyacetamido)-6-(benzyloxy)-6-(methoxycarbonyl)tetrahydro-2H-pyran-2-yl)-3-azidopropane-1,2-diyl diacetate